n-hexanoic acid allyl ester C(C=C)OC(CCCCC)=O